N-(2-carboxyethyl)-octadecylamine sodium [Na].C(=O)(O)CCNCCCCCCCCCCCCCCCCCC